[1-(5-bromo-3-fluoro-2-pyridyl)-4-piperidyl] 4-[6-isopropoxy-5-[[2-oxo-1-[(1S,2R)-2-fluorocyclopropyl]-3-pyridyl]carbamoyl]indazol-2-yl]piperidine-1-carboxylate C(C)(C)OC=1C(=CC2=CN(N=C2C1)C1CCN(CC1)C(=O)OC1CCN(CC1)C1=NC=C(C=C1F)Br)C(NC=1C(N(C=CC1)[C@@H]1[C@@H](C1)F)=O)=O